C(=O)C(=O)O The molecule is a 2-oxo monocarboxylic acid that is acetic acid bearing an oxo group at the alpha carbon atom. It has a role as a human metabolite, an Escherichia coli metabolite, a Saccharomyces cerevisiae metabolite and a mouse metabolite. It is a 2-oxo monocarboxylic acid and an aldehydic acid. It is a conjugate acid of a glyoxylate.